1-cyclopropyl-N-[3-[5-[4-[4-(dimethoxymethyl)-1-piperidyl]phenyl]-1H-pyrrolo[2,3-b]pyridine-3-carbonyl]-2,4-difluoro-phenyl]methanesulfonamide C1(CC1)CS(=O)(=O)NC1=C(C(=C(C=C1)F)C(=O)C1=CNC2=NC=C(C=C21)C2=CC=C(C=C2)N2CCC(CC2)C(OC)OC)F